6-chloro-N-(1-methylindol-7-yl)pyridine-3-sulfonamide ClC1=CC=C(C=N1)S(=O)(=O)NC=1C=CC=C2C=CN(C12)C